1-(difluoromethyl)-4-(3-methoxy-2,6-dimethylphenyl)-5-((4-methoxybenzyl)amino)-1H-benzo[d][1,2,3]triazole-6-carboxamide FC(N1N=NC2=C1C=C(C(=C2C2=C(C(=CC=C2C)OC)C)NCC2=CC=C(C=C2)OC)C(=O)N)F